CN1CCC(CC1)COC=1C=NC=C(C1)B1OC(C(O1)(C)C)(C)C 3-[(1-methylpiperidin-4-yl)methoxy]-5-(4,4,5,5-tetramethyl-1,3,2-dioxaborolan-2-yl)pyridine